O1CCN(CC1)CCCNC(=O)NC1=CC=C(C=C1)C1=CC2=C(N(C(=N2)C(F)(F)F)C2=CC=CC=C2)C=C1 (3-Morpholinopropyl)-3-(4-(1-phenyl-2-(trifluoromethyl)-1H-benzimidazol-5-yl)phenyl)urea